tert-butyl 4-((1-(3-(2,6-dioxopiperidin-3-yl)-1-methyl-1H-indazol-6-yl)piperidin-4-yl)oxy)piperidine-1-carboxylate O=C1NC(CCC1C1=NN(C2=CC(=CC=C12)N1CCC(CC1)OC1CCN(CC1)C(=O)OC(C)(C)C)C)=O